2-Fluoro-5-(3-formylpyridin-2-yl)benzoic acid FC1=C(C(=O)O)C=C(C=C1)C1=NC=CC=C1C=O